7-Cyclopropyl-N-((trans)-4-(2-hydroxypropan-2-yl)cyclohexyl)-1,8-naphthyridine-3-carboxamide C1(CC1)C1=CC=C2C=C(C=NC2=N1)C(=O)N[C@@H]1CC[C@H](CC1)C(C)(C)O